N-phenyl-2-(4-methoxyphenyl-amino)acetamide C1(=CC=CC=C1)NC(CNC1=CC=C(C=C1)OC)=O